C(#N)[C@H](CC1=C(C=C(C=C1)C=1SC=C(N1)C)F)NC(=O)[C@H]1OCCCNC1 (S)-N-((S)-1-cyano-2-(2-fluoro-4-(4-methylthiazol-2-yl)phenyl)ethyl)-1,4-oxazepane-2-carboxamide